O1[C@@H](COCC1)CN1C[C@@H]2[C@H](C1)CC(C2)NC=2N=NC(=CC2C(F)(F)F)C2=C(C=CC(=C2)F)C (3aR,5s,6aS)-2-(((R)-1,4-dioxan-2-yl)methyl)-N-(6-(5-fluoro-2-methylphenyl)-4-(trifluoromethyl)pyridazin-3-yl)octahydro-cyclopenta[c]pyrrol-5-amine